N1CCC(CC1)CCN1CCC(CC1)N1C[C@H]2N(C=3C(=NN=C(C3)C3=C(C=CC=C3)O)NC2)CC1 (S)-2-(8-(1-(2-(piperidin-4-yl)ethyl)piperidin-4-yl)-6,6a,7,8,9,10-hexahydro-5H-pyrazino[1',2':4,5]pyrazino[2,3-c]pyridazin-2-yl)phenol